ClC1=C(C(=C2C=NNC2=C1)C1=C(C=2N=C(N=C(C2C=N1)N1C[C@@](CCC1)(O)C)OCC1(CC1)CN(C)C)F)\C=C/C (3R)-1-(7-(6-chloro-5-((Z)-prop-1-en-1-yl)-1H-indazol-4-yl)-2-((1-((dimethylamino)methyl)cyclopropyl)methoxy)-8-fluoropyrido[4,3-d]pyrimidin-4-yl)-3-methylpiperidin-3-ol